OCC1CCC(CC1)C=1SC2=C(N1)C=C(C(=C2)NC(=O)C2=NC(=CN=C2)C)C(C)(C)O N-[2-[4-(hydroxymethyl)cyclohexyl]-5-(1-hydroxy-1-methyl-ethyl)-1,3-benzothiazol-6-yl]-6-methyl-pyrazine-2-carboxamide